7-(5-(2-fluoro-6-methylphenyl)-6-oxo-5,6-dihydro-1H-pyrazolo[4,3-c]pyridazin-3-yl)-2-methyl-3,4-dihydroisoquinolin-1(2H)-one FC1=C(C(=CC=C1)C)N1N=C2C(=CC1=O)NN=C2C2=CC=C1CCN(C(C1=C2)=O)C